(R)-N-(5,6-Dichloro-8-(cyanomethoxy)-9-(1H-pyrazol-4-yl)-2,3-dihydro-1H-pyrrolo[1,2-a]indol-1-yl)acetamide ClC1=C(C=C(C=2C(=C3N(C12)CC[C@H]3NC(C)=O)C=3C=NNC3)OCC#N)Cl